CNC1=C2C(=NC(=C1)NC1=CC=C(C=3OCCOC31)C(=O)N3CCC(CC3)N3CCOCC3)NC=C2C#N 4-(methylamino)-6-((8-(4-morpholinopiperidine-1-carbonyl)-2,3-dihydrobenzo[b][1,4]dioxin-5-yl)amino)-1H-pyrrolo[2,3-b]pyridine-3-carbonitrile